OC(C(=O)N1C[C@H](N(C[C@@H]1C)C1=NC=CC2=C1C(=CN2C=2C=C(C#N)C=CN2)C2=CC=NC=C2)C)(C)C 2-(4-((2R,5S)-4-(2-hydroxy-2-methylpropanoyl)-2,5-dimethylpiperazin-1-yl)-3-(pyridin-4-yl)-1H-pyrrolo[3,2-c]pyridin-1-yl)isonicotinonitrile